COCC1C2N(C=3C=CC=CC3C21)C(=O)OC(C)(C)C tert-butyl 1-(methoxymethyl)-1a,6b-dihydrocyclopropa[b]indole-2(1H)-carboxylate